CN1C2CCC(N1)C2 2-methyl-2,3-diazabicyclo[2.2.1]heptane